((4-fluoro-1-(2-fluorobenzyl)piperidin-4-yl)methyl)-5,6-dimethoxy-2,3-dihydrobenzo[b]thiophene 1,1-dioxide FC1(CCN(CC1)CC1=C(C=CC=C1)F)CC1CC2=C(S1(=O)=O)C=C(C(=C2)OC)OC